C(C)NC(CCOC1=C(C=CC(=C1)OC)C=O)=O N-ETHYL-3-(2-FORMYL-5-METHOXYPHENOXY)PROPANAMIDE